ClC=1C=CC(=C(C(=O)O)C1)NC(C)C=1C=C(C=C2C(C=C(OC12)N1CCC(CC1)(C)C)=O)C 5-chloro-2-((1-(2-(4,4-dimethylpiperidin-1-yl)-6-methyl-4-oxo-4H-chromen-8-yl)ethyl)amino)benzoic acid